FC(OC1=CC(=CC2=C1C(=NO2)NS(=O)(=O)C2=C(C=CC(=C2)CC)OC)CN2N=CC(=C2)CNC(OC)=O)F methyl ((1-((4-(difluoromethoxy)-3-((5-ethyl-2-methoxyphenyl)sulfonamido)benzo[d]isoxazol-6-yl)methyl)-1H-pyrazol-4-yl)methyl)carbamate